CC1=CC(=C(C=C1)C)N2C=NC3=C2C=CC(=C3)C(=O)NCC4=CC=CC=C4Cl The molecule is an aromatic amide obtained by the formal condensation of the carboxy group of 1-(2,5-dimethylphenyl)benzimidazole-5-carboxylic acid with the amino group of 2-chlorobenzylamine. It is a member of benzimidazoles, an aromatic amide, a monocarboxylic acid amide and a member of monochlorobenzenes.